COC=1C=C(C=CC1OC)[C@@H](C)NC(\C=C\C1=CNC2=NC=C(C=C21)C2=CC(=CC=C2)OCCCN(C)C)=O (R,E)-N-(1-(3,4-dimethoxyphenyl)ethyl)-3-(5-(3-(3-(dimethylamino)propoxy)phenyl)-1H-pyrrolo[2,3-b]pyridin-3-yl)acrylamide